n-propoxydimethylethylsilane C(CC)O[Si](CC)(C)C